CC(CC(=O)NC1CCCCN(C1=O)[O-])OC(=O)C(CCCCN(C(=O)CCCCCC(=O)OC)[O-])NC(=O)C2COC(=N2)C3=CC=CC=C3[O-].[Fe+3] The molecule is an iron coordination entity being a complex of desferriexochelin 772SM with iron(3+). It is an iron coordination entity and a methyl ester. It derives from a desferriexochelin 772MS.